tris(hydroxy-methyl)-methylamine OCC(N)(CO)CO